2,4-Diisopropoxybenzaldehyde C(C)(C)OC1=C(C=O)C=CC(=C1)OC(C)C